5-amino-3-(7-((5-fluoro-2-methoxybenzamido)methyl)-1H-indol-4-yl)-1-(2,2,2-trifluoroethyl)-1H-pyrazole-4-carboxamide NC1=C(C(=NN1CC(F)(F)F)C1=C2C=CNC2=C(C=C1)CNC(C1=C(C=CC(=C1)F)OC)=O)C(=O)N